tert-Butyl [(2S)-1-oxo-3-phenylpropan-2-yl]carbamate O=C[C@H](CC1=CC=CC=C1)NC(OC(C)(C)C)=O